5-benzyl-2-(thieno[3,2-c]pyridin-4-yl)-4,5,6,7-tetrahydro-2H-pyrazolo[4,3-c]pyridin-3-ol C(C1=CC=CC=C1)N1CC=2C(CC1)=NN(C2O)C2=NC=CC1=C2C=CS1